tert-butyl (trans-4-(5-bromothiazol-2-yl)cyclohexyl)carbamate BrC1=CN=C(S1)[C@@H]1CC[C@H](CC1)NC(OC(C)(C)C)=O